(2-(trimethylsilyl)ethoxy)methyl-2H-thieno[3,2-e]indazole-7-carboxylate C[Si](CCOCOC(=O)C1=CC=2C3=CNN=C3C=CC2S1)(C)C